4-[(1H-benzimidazol-2-ylmethyl)-(5,6,7,8-tetrahydroquinolin-8-yl)-amino]-butyrimidic acid methyl ester COC(CCCN(C1CCCC=2C=CC=NC12)CC1=NC2=C(N1)C=CC=C2)=N